OCC(=CCC\C(=C/CC/C(=C/CCC(C)=O)/C)\C)C E,Z-hydroxyfarnesylacetone